FC1=C(C=CC(=C1)OC1=CC(=NC=C1)N1[C@@H](CCC1)C)NC1=NC=NC2=CC(=C(C=C12)NC1CCN(CC1)C(C=C)=O)OC (R)-1-(4-((4-((2-fluoro-4-((2-(2-methylpyrrolidin-1-yl)pyridin-4-yl)oxy)phenyl)amino)-7-methoxyquinazolin-6-yl)amino)piperidin-1-yl)prop-2-en-1-one